2-(2-aminoacetamido)-2-(14-hydroxy-5-oxo-2,9,12-trioxa-6-azatetradecyl)propane NCC(=O)NC(C)(C)COCCC(NCCOCCOCCO)=O